[N+](=O)([O-])C=1C=C(C=CC1)C=1CCCN(C1)C(=O)OC(C)(C)C t-butyl 5-(3-nitrophenyl)3,4-dihydropyridine-1(2H)-carboxylate